di-tert-butyl ((4S)-5-(3-cyclopentyl-1H-indole-2-carboxamido)-3-hydroxypentane-1,4-diyl)dicarbamate C1(CCCC1)C1=C(NC2=CC=CC=C12)C(=O)NC[C@@H](C(CCNC(OC(C)(C)C)=O)O)NC(OC(C)(C)C)=O